ClC1=C(SC=C1)C(C(C)N1N=C(C=C1)C(F)(F)F)=NNC=O 2-[1-(3-chloro-2-thienyl)-2-[3-(trifluoromethyl)-1H-pyrazol-1-yl]propylidene]-hydrazinecarboxaldehyde